N1(CCC1)C1CCC(CC1)N1N=CC(=C1)C1=NC2=C(C(=CC=C2N=C1)OC=1C=CC2=C(NC(=N2)C)C1)Cl 2-(1-((1s,4s)-4-(azetidin-1-yl)cyclohexyl)-1H-pyrazol-4-yl)-8-chloro-7-((2-methyl-1H-benzo[d]imidazol-6-yl)oxy)quinoxaline